C1(CCCC1)C1=CC=C(C=C1)NC(C1=C(C=CC(=C1)[N+](=O)[O-])SC1=NN=NN1C1CC1)=O N-(4-cyclopentylphenyl)-2-[(1-cyclopropyl-1,2,3,4-tetrazol-5-yl)sulfanyl]-5-nitrobenzamide